CN1CC2C(C1)CNC2 5-methylhexahydropyrrolo[3,4-c]pyrrole